C(C)(=O)N1C(/C(/NC(C1)=O)=C/C=1N=CN(C1C(C)C)CCCC)=O (Z)-1-acetyl-3-((1-n-butyl-5-isopropyl-1H-imidazol-4-yl)methylene)piperazine-2,5-dione